N-(5-((3-(9H-purin-6-yl)pyridin-2-yl)amino)-6-methylpyridin-3-yl)-2-(1-fluorocyclopropyl)isonicotinamide N1=CN=C2NC=NC2=C1C=1C(=NC=CC1)NC=1C=C(C=NC1C)NC(C1=CC(=NC=C1)C1(CC1)F)=O